3-amino-3-(2-aminoethyl)piperidine-1-carboxylic acid tert-butyl ester C(C)(C)(C)OC(=O)N1CC(CCC1)(CCN)N